2-hexyldecyl 6-((2,3-dihydroxypropyl)amino)hexanoate OC(CNCCCCCC(=O)OCC(CCCCCCCC)CCCCCC)CO